2-((1R,3R,5S)-3-((5-cyclopropyl-3-(2,6-dichlorophenyl)isoxazol-4-yl)methoxy)-8-azabicyclo[3.2.1]oct-8-yl)-4-ethynylbenzo[d]thiazole-6-carboxylic acid methyl ester COC(=O)C1=CC2=C(N=C(S2)N2[C@H]3CC(C[C@@H]2CC3)OCC=3C(=NOC3C3CC3)C3=C(C=CC=C3Cl)Cl)C(=C1)C#C